COCC1=NN2C(OC(C3=C2C=CC(=C3)F)=N)=C1 2-(methoxymethyl)-7-fluoro-5H-benzo[d]pyrazolo[5,1-b][1,3]oxazin-5-imine